NC1=NNC=2C1=NC(=CC2)C2=C(C=C(C=C2)S(=O)(=O)NC2=CC(=CC=C2)Cl)Cl 4-(3-amino-1H-pyrazolo[4,3-b]pyridin-5-yl)-3-chloro-N-(3-chlorophenyl)benzenesulfonamide